2-[1-(2,3-dihydrobenzo[1,4]dioxin-2-ylmethyl)-3-methylpiperidin-3-ylmethoxy]ethanol O1C(COC2=C1C=CC=C2)CN2CC(CCC2)(C)COCCO